OCCOC(C=C)=O.ClC1=CC=C(CN(C(=O)C2=C(N=C(S2)C2=C(C(=C(C(=C2)F)F)O)F)C)C(C)C)C=C1 N-(4-chlorobenzyl)-N-isopropyl-4-methyl-2-(2,4,5-trifluoro-3-hydroxyphenyl)thiazole-5-carboxamide 2-Hydroxyethyl-acrylate